3,4-dimethylquinoline CC=1C=NC2=CC=CC=C2C1C